4,4'-Dianilino-1,1'-Binaphthyl-5,5'-Disulfonic Acid, Dipotassium Salt [K+].[K+].N(C1=CC=CC=C1)C1=CC=C(C=2C=CC=C(C12)S(=O)(=O)[O-])C1=CC=C(C=2C(=CC=CC12)S(=O)(=O)[O-])NC1=CC=CC=C1